tert-butyl (1R,5S,6s)-6-((4-((5-chloro-2-fluorophenyl) amino)-6-nitroquinazolin-7-yl) ethynyl)-3-azabicyclo[3.1.0]hexane-3-carboxylate ClC=1C=CC(=C(C1)NC1=NC=NC2=CC(=C(C=C12)[N+](=O)[O-])C#CC1[C@@H]2CN(C[C@H]12)C(=O)OC(C)(C)C)F